N-(4-{[7-{[3-(4-Acetylpiperazin-1-yl)propyl]oxy}-6-(methyloxy)chinolin-4-yl]oxy}-3-fluorophenyl)-N'-(4-fluorophenyl)cyclopropan-1,1-dicarboxamid C(C)(=O)N1CCN(CC1)CCCOC1=C(C=C2C(=CC=NC2=C1)OC1=C(C=C(C=C1)NC(=O)C1(CC1)C(=O)NC1=CC=C(C=C1)F)F)OC